5,14-dioxo-5,14-dihydrobenzo[5,6]indolo[1,2-b]isoquinoline-13-carbonitrile O=C1C2=C(C(C=3C(=C4N(C=C5C=CC=CC5=C4)C13)C#N)=O)C=CC=C2